α-methyl-aminoisobutyrate CC(C(=O)[O-])(CN)C